N-(17-amino-3,6,9,12,15-pentaoxaheptadecyl)-2-(7-phenyl-2,7-diazaspiro[4.4]nonan-2-yl)isonicotinamide NCCOCCOCCOCCOCCOCCNC(C1=CC(=NC=C1)N1CC2(CC1)CN(CC2)C2=CC=CC=C2)=O